2-(2,6-dioxopiperidin-3-yl)-5-(1-oxa-4,9-diazaspiro[5.5]undecan-9-yl)isoindoline-1,3-dione trifluoroacetate FC(C(=O)O)(F)F.O=C1NC(CCC1N1C(C2=CC=C(C=C2C1=O)N1CCC2(CNCCO2)CC1)=O)=O